ClC1=C(C(=O)N[C@H](C(=O)O)CC2=CC=C(C=C2)N2C(N(C3=C2C(=CC=C3)F)C3CC3)=O)C(=CC=C1)F (S)-2-(2-chloro-6-fluorobenzamido)-3-(4-(3-cyclopropyl-7-fluoro-2-oxo-2,3-dihydro-1H-benzo[d]imidazol-1-yl)phenyl)propionic acid